3-(benzenesulfonyl)propanamide butyl-(S)-3-(2-(3-bromophenyl)propanamido)-5-cyclopropyl-1H-pyrazole-1-carboxylate C(CCC)OC(=O)N1N=C(C=C1C1CC1)NC([C@@H](C)C1=CC(=CC=C1)Br)=O.C1(=CC=CC=C1)S(=O)(=O)CCC(=O)N